Br[Mg]CC1CC1 bromo(cyclopropyl-methyl)magnesium